3-(4-((4-(2-(4,4-difluoropiperidin-1-yl)ethyl)benzyl)thio)-1-oxoisoindolin-2-yl)piperidine-2,6-dione FC1(CCN(CC1)CCC1=CC=C(CSC2=C3CN(C(C3=CC=C2)=O)C2C(NC(CC2)=O)=O)C=C1)F